C1(CC1)C1=NNC(=C1)NC([C@@H](C)C1=NN(C=C1)C1=CC(=CC(=C1)F)F)=O (S)-N-(3-cyclopropyl-1H-pyrazol-5-yl)-2-(1-(3,5-difluorophenyl)-1H-pyrazol-3-yl)propanamide